FC(C(C(S(=O)(=O)ON1C(CCC1=O)=O)(F)F)(F)F)(C(F)(F)F)F N-(nonafluoronormal butanesulfonyloxy)succinimide